(R)-6-(1-benzylpiperidin-4-yl)-N-(1-(3-(difluoromethyl)-2-fluorophenyl)ethyl)-7-methoxy-2-methylpyrido[2,3-d]pyrimidin-4-amine C(C1=CC=CC=C1)N1CCC(CC1)C1=CC2=C(N=C(N=C2N[C@H](C)C2=C(C(=CC=C2)C(F)F)F)C)N=C1OC